2,3,3,8-tetramethylnon-7-en-4-one CC(C)C(C(CCC=C(C)C)=O)(C)C